C(C)(C)OC1CN(C1)C(=O)OC(C)(C)C Tert-butyl 3-isopropoxyazetidine-1-carboxylate